C(C)(=O)C1=C(C=C2CC(N3C(C2=C1)=CC(C(=C3)C(=O)OCC)=O)C(C)C)OS(=O)(=O)C(F)(F)F ethyl 10-acetyl-6-isopropyl-2-oxo-9-(((trifluoromethyl) sulfonyl) oxy)-6,7-dihydro-2H-pyrido[2,1-a]isoquinoline-3-carboxylate